(methoxymethyl)picolinic acid methyl ester COC(C1=NC=CC=C1COC)=O